2-[4-(4-Benzylpiperazin-1-yl)butyl]-4-phenyl-2,3-dihydropyridazin-3-one C(C1=CC=CC=C1)N1CCN(CC1)CCCCN1N=CC=C(C1=O)C1=CC=CC=C1